C(#N)C=1C=NN2C1C(=CC(=C2)OCC(C)(C)O)C=2C=CC(=NC2)N2C[C@@](CC2)(C)NC(C2=C(C=CC(=C2)F)C)=O (S)-N-(1-(5-(3-cyano-6-(2-hydroxy-2-methylpropoxy)pyrazolo[1,5-a]pyridin-4-yl)pyridin-2-yl)-3-methylpyrrolidin-3-yl)-5-fluoro-2-methylbenzamide